CNCC1=CC(=NC=C1)NC=1SC2=C(N1)C=CC(=C2)C=2C=NNC2 N-(4-((methylamino)-methyl)pyridin-2-yl)-6-(1H-pyrazol-4-yl)benzo-[d]thiazol-2-amine